2-naphthylthiourea C1=C(C=CC2=CC=CC=C12)NC(=S)N